4-chloro-N-[2-methyl-5-(1,2,3,4-tetrahydroisoquinolin-6-yl)-1,2,4-triazol-3-yl]-1H-indazol-5-amine ClC1=C2C=NNC2=CC=C1NC=1N(N=C(N1)C=1C=C2CCNCC2=CC1)C